C(C=C)(=O)N1CCC(CC1)C1=CC(=NC=C1)C=1C=C(C(=O)N(N)S(=O)(=O)C2=C(C=CC=C2)F)C=C(C1)C N-(3-(4-(1-acryloylpiperidin-4-yl)pyridin-2-yl)-5-methylbenzoyl)-2-fluorobenzenesulfonohydrazide